C(CCCCCCC\C=C/CCCCCCCC)NC(CCCCCCCCCCCCCCCCC)=O N-oleyl-stearic acid monoamide